2'-chloro-4'-((3-fluoropyridin-4-yl)methoxy)-4,5,5',6'-tetrahydro-2H-spiro[furan-3,8'-pyrano[3,4-b]pyridine] ClC1=CC(=C2C(=N1)C1(OCC2)COCC1)OCC1=C(C=NC=C1)F